S(=O)(=O)(O)C=1C=C(C(=O)C2=CC=C(C=C2)F)C=CC1F 3-sulfo-4,4'-difluorobenzophenone